C1(=CC=CC=C1)C=1N=C2N(C=C(C=C2C2=CC=C(C=C2)C=CC#N)C2=CC=CC=C2)C1 3-(4-(2,6-diphenylimidazo[1,2-a]pyridin-8-yl)phenyl)acrylonitrile